C1=CC=C(C=C1)OC2=CC(=CC=C2)Br 3-bromodiphenyl ether